N-(2-fluoro-2-methylpropyl)-5-(2-((1-methylpiperidin-4-yl)amino)-7H-pyrrolo[2,3-d]pyrimidin-5-yl)pyrazolo[1,5-a]pyridine-3-carboxamide FC(CNC(=O)C=1C=NN2C1C=C(C=C2)C2=CNC=1N=C(N=CC12)NC1CCN(CC1)C)(C)C